methyl 4-amino-9-(2-((1R,3S,5R)-3-((6-bromopyridin-2-yl)carbamoyl)-2-azabicyclo[3.1.0]hexan-2-yl)-2-oxoethyl)-9H-pyrimido[4,5-b]indole-8-carboxylate NC1=NC=NC=2N(C3=C(C=CC=C3C21)C(=O)OC)CC(=O)N2[C@@H]1C[C@@H]1C[C@H]2C(NC2=NC(=CC=C2)Br)=O